ClC1=NC=C(C(=O)NOC)C(=C1)NC=1C(=NC=CC1)N(S(=O)(=O)C)C 6-chloro-N-methoxy-4-((2-(N-Methylmethylsulfonamido)pyridin-3-yl)amino)nicotinamide